ClC1=CC=C2CN(C(C2=C1C(F)(F)F)=O)C1C(NC(CC1)=O)=O 3-(6-chloro-1-oxo-7-(trifluoromethyl)isoindolin-2-yl)piperidine-2,6-dione